tert-butyl (S)-10-methoxy-10-((4-(2-methoxyphenyl)-6-oxopyrimidin-1(6H)-yl)methyl)-7-azaspiro[4.5]decane-7-carboxylate CO[C@]1(CCN(CC12CCCC2)C(=O)OC(C)(C)C)CN2C=NC(=CC2=O)C2=C(C=CC=C2)OC